N-(1,1-dioxido-2,3-dihydrothiophen-3-yl)-2-oxo-N-(thiophen-3-yl)-1,2-dihydroquinoline-3,8-dicarboxamide O=S1(CC(C=C1)N(C(=O)C=1C(NC2=C(C=CC=C2C1)C(=O)N)=O)C1=CSC=C1)=O